2-Furonitrile O1C(=CC=C1)C#N